methyl-1-(3-pyridylsulfonyl)-2-bromo-1H-pyrrole-3-methylamine CC=1C(=C(N(C1)S(=O)(=O)C=1C=NC=CC1)Br)CN